Phenyllactate C1(=CC=CC=C1)OC(C(O)C)=O